COC(=O)[C@@H]1N(CC2=CC(=CC=C2C1)O)C(=O)OC(C)(C)C (R)-7-hydroxy-3,4-dihydroisoquinoline-2,3(1H)-dicarboxylic acid 2-tert-butyl ester 3-methyl ester